4-(6-oxa-2-azaspiro[3.4]octan-2-yl)aniline C1N(CC12COCC2)C2=CC=C(N)C=C2